C(=O)(O)CN[C@@H](CCCCN)C(=O)O anti-carboxymethyl-lysine